C[Si]1(C(=C(C(=C1C1=CC=CC=C1)C1=CC=CC=C1)C1=CC=CC=C1)C1=CC=CC=C1)C1=CC=CC=C1 1-methyl-1,2,3,4,5-pentaphenyl-silole